C-Dopa C[C@](CC1=CC(=C(C=C1)O)O)(C(=O)O)NN